C(C(=C)C)(=O)OCCNC(C)(C)C [2-(t-butylamino) ethyl] methacrylate